BrC=1C=C(C=CC1)[C@@H](CCO)NC(OC(C)(C)C)=O tert-butyl (R)-(1-(3-bromophenyl)-3-hydroxypropyl)carbamate